ClCCC1=CNC2=NC=C(C=C21)OC 3-(2-chloroethyl)-5-methoxy-1H-pyrrolo[2,3-b]pyridine